3'-[(7-benzyl-1,4,7-triazacyclononane-1,4-diyl)bis(methylene)]bis[N-(1,2-dihydroxyethyl)-2-hydroxy-5-methylbenzamide] C(C1=CC=CC=C1)N1CCN(CCN(CC1)CC=1C(=C(C(=O)NC(CO)O)C=C(C1)C)O)CC=1C(=C(C(=O)NC(CO)O)C=C(C1)C)O